CCCCCCCCCCCCCCCCO The molecule is a long chain fatty alcohol that is hexadecane substituted by a hydroxy group at position 1. It has a role as a human metabolite and an algal metabolite. It is a long-chain primary fatty alcohol and a fatty alcohol 16:0.